NCC1=NNC(C2=CC=C(C=C12)C1=C(N(N=C1)C)C=1C(=CC2=CC=CC=C2C1F)C#N)=O (P)-3-[4-[4-(aminomethyl)-1-oxo-2H-phthalazin-6-yl]-2-methyl-pyrazol-3-yl]-4-fluoro-naphthalene-2-carbonitrile